CN1N=C2C(=NC(=CC2=C1)C1=CC=2C(=NN(C2)C2CCN(CC2)C(=O)OC(C)(C)C)S1)C tert-butyl 4-(5-{2,7-dimethylpyrazolo[3,4-c]pyridin-5-yl}thieno[2,3-c]pyrazol-2-yl)piperidine-1-carboxylate